FC(S(=O)(=O)OC=1C=CC=2N=NC(=CC2N1)C1=C(C=CC=C1)OCOC)(F)F 3-[2-(methoxymethoxy)phenyl]pyrido[3,2-c]pyridazin-6-yl trifluoromethanesulfonate